ClC=1C=C(COC=2C=C3C(C(N(C3=CC2)C)=O)=O)C=CC1 5-((3-chlorobenzyl)oxy)-1-methylindole-2,3-dione